C(C1=CC=CC=C1)C(C(=O)C1=CC=C(C=C1)N1CCOCC1)(CC)N(C)C 2-benzyl-2-(dimethylamino)-1-[4-(4-morpholinyl)phenyl]butan-1-one